2-Propyl-2,3,4,5-tetrahydro-[1,4]oxazepino[7,6-g]quinoline C(CC)C1OC2=CC=3C=CC=NC3C=C2CNC1